C1(CCC1)N1N=C(C(=C1NC(CC1(CCC1)C(F)(F)F)=O)C)C1(CC(C1)(F)F)C N-(1-cyclobutyl-3-(3,3-difluoro-1-methylcyclobutyl)-4-methyl-1H-pyrazol-5-yl)-2-(1-(trifluoro-methyl)cyclobutyl)acetamide